ClC=1C=C(C=C(C1OC1=CN(C(C=C1)=O)C1CC1)Cl)N1N=C(C(NC1=O)=O)NC(OC(C)(C)C)=O t-butyl (2-(3,5-dichloro-4-((1-cyclopropyl-6-oxo-1,6-dihydropyridin-3-yl)oxy)phenyl)-3,5-dioxo-2,3,4,5-tetrahydro-1,2,4-triazin-6-yl)carbamate